(R)-3-(4-(benzyloxy)-3-((octadecyloxy)methyl)but-1-yn-1-yl)-5-fluorobenzonitrile C(C1=CC=CC=C1)OC[C@H](C#CC=1C=C(C#N)C=C(C1)F)COCCCCCCCCCCCCCCCCCC